ClC1=NC=C(C(=C1)NC[C@@H](CO)F)C#CC=1C=NN(C1)CC(F)(F)F (S)-3-((2-Chloro-5-((1-(2,2,2-trifluoroethyl)-1H-pyrazol-4-yl)ethynyl)pyridin-4-yl)amino)-2-fluoropropan-1-ol